C(C)(=O)OCC\C=C/CCCCC (Z)-3-NONENYL ACETATE